C1(=CC=CC=C1)CON1[C@@H]2CC[C@H](N(C1=O)C2)C(NC(CC2CCCCC2)=O)=N N-(((2S,5R)-6-(phenylmethyloxy)-7-oxo-1,6-diazabicyclo[3.2.1]oct-2-yl)(imino)methyl)-2-cyclohexylacetamide